3-TERT-BUTYL-5-CHLORO-1-PHENYL-1H-PYRAZOLE-4-CARBALDEHYDE C(C)(C)(C)C1=NN(C(=C1C=O)Cl)C1=CC=CC=C1